(S)-2-amino-5-((2-(4-methoxyphenyl)-2H-tetrazol-5-yl)amino)pentanoic acid N[C@H](C(=O)O)CCCNC=1N=NN(N1)C1=CC=C(C=C1)OC